C(C1=CC=CC=C1)OCCCCCCC(CCCCCCOCC1=CC=CC=C1)O 1,13-bis(benzyloxy)tridecan-7-ol